FC1(C=2N(C[C@@H](CC1)CNC(=O)OC)N=C1C2CN([C@@H](C1)C)C(=O)OC(C)(C)C)F |o1:5| (3R,8S*)-tert-butyl 11,11-difluoro-8-(((methoxycarbonyl)amino)methyl)-3-methyl-3,4,8,9,10,11-hexahydro-1H-pyrido[4',3':3,4]pyrazolo[1,5-a]azepine-2(7H)-carboxylate